CN1C2=C(OC[C@@H](C1=O)NC(=O)C1=NN3C(CCC[C@@H]3CCC)=N1)C=CC=C2 (S)-N-((S)-5-methyl-4-oxo-2,3,4,5-tetrahydrobenzo[b][1,4]oxazepin-3-yl)-5-propyl-5,6,7,8-tetrahydro-[1,2,4]triazolo[1,5-a]pyridine-2-carboxamide